NC1=CC=C(C=N1)C=1N(CC=CC1)C1=CC=C2C(=N1)SC(=N2)N2CCOCC2 6'-amino-N-(2-morpholinothiazolo[5,4-b]pyridin-5-yl)-[2,3'-bipyridine]